CP(OCCCCCCC(C#N)OC(C)=O)=O (3-acetoxy-3-cyanopropyl)-mono-n-butyl methylphosphinate